3-((2,2-dimethyl-1,3-dioxan-5-yl)oxy)-2-(((2,2-dimethyl-1,3-dioxan-5-yl)oxy)methyl)propan-1-ol CC1(OCC(CO1)OCC(CO)COC1COC(OC1)(C)C)C